tert-butyl 2-(2-(2-(tert-butyldimethylsilyloxy) benzyl) phenyl)-2-hydroxyethylcarbamate [Si](C)(C)(C(C)(C)C)OC1=C(CC2=C(C=CC=C2)C(CNC(OC(C)(C)C)=O)O)C=CC=C1